tert-butyl 4-(3-chloro-2-oxopyrazin-1-yl)butanoate ClC=1C(N(C=CN1)CCCC(=O)OC(C)(C)C)=O